CC1(OB(OC1(C)C)C1=CC=C(CN2CC(C2)O)C=C1)C 1-(4-(4,4,5,5-tetramethyl-1,3,2-dioxaborolan-2-yl)benzyl)azetidin-3-ol